CC1=CC(=C(C=C1C)N=C=O)[N+](=O)[O-] 4,5-dimethyl-2-nitrophenyl isocyanate